2-(((1r,3r,5S,7r)-3,5-dimethyladamantan-1-yl)amino)-3,4-dioxan C[C@]12CC3(CC(C[C@@](C1)(C3)C)C2)NC2CCCOO2